6-({[3-(2H-1,3-benzodioxol-5-yl)-1,2,4-oxadiazol-5-yl]methyl}sulfanyl)-N,N-dimethylpyridine-3-sulfonamide O1COC2=C1C=CC(=C2)C2=NOC(=N2)CSC2=CC=C(C=N2)S(=O)(=O)N(C)C